C(C)(C)(C)OC(=O)N[C@@H]1C[C@H](CC1)NC1=NC=C(C(=N1)C1=CNC2=C(C(=CC=C12)C(=O)OC)P(=O)(C)C)C(F)(F)F methyl 3-(2-(((1S,3S)-3-((tert-butoxycarbonyl)amino)cyclopentyl)amino)-5-(trifluoromethyl)pyrimidin-4-yl)-7-(dimethylphosphoryl)-1H-indole-6-carboxylate